NC1=NC=NN2C1=NC=C2C(=O)NC2=C1C=CN=C(C1=CC=C2C)NC2=CC(=C(C=C2)OC)Cl 4-Amino-N-(1-((3-chloro-4-methoxyphenyl)amino)-6-methylisoquinolin-5-yl)imidazo[2,1-f][1,2,4]triazine-7-carboxamide